diazaOxazazepine N1=NON=NC=C1